CN1C=2N(CC1)CCN2 1-methyl-2,3,5,6-tetrahydro-1H-imidazo[1,2-a]imidazole